C(#N)N1CC(CC1)C(=O)NC1=CN=C(S1)C1=CC=CC=C1 1-cyano-N-(2-phenylthiazol-5-yl)pyrrolidine-3-carboxamide